C1(CC1)C=1N=C(SC1)C=1N=NN(C1)[C@H](C(=O)N1[C@@H](C[C@H](C1)O)C(=O)NC)C(C)(C)C (2S,4R)-1-[(2S)-2-[4-(4-cyclopropylthiazol-2-yl)triazol-1-yl]-3,3-dimethyl-butanoyl]-4-hydroxy-N-methyl-pyrrolidine-2-carboxamide